5-(3-fluoro-5-(trifluoromethyl)phenyl)-1,3,3,5,7-pentamethyloctahydrobenzo[c]isoxazole FC=1C=C(C=C(C1)C(F)(F)F)C1(CC2C(N(OC2(C)C)C)C(C1)C)C